1-[(2R,3R)-2-(2-chloro-3-methyl-phenyl)-1-(4-methoxyphenyl)pyrrolidin-3-yl]oxy-2-methyl-propan-2-ol ClC1=C(C=CC=C1C)[C@H]1N(CC[C@H]1OCC(C)(O)C)C1=CC=C(C=C1)OC